NCC1=NNC(C2=CC=C(C=C12)N1CC2(C=C1)C(NC1=C(C=CC=C12)OC1CC1)=O)=O 1'-(4-(Aminomethyl)-1-oxo-1,2-dihydro-phthalazin-6-yl)-7-cyclopropoxy-spiro[indoline-3,3'-pyrrol]-2-one